COC1=CC=C(C(=O)NC2=CC=C(C3=CC=C(NC(C4=CC=C(C=C4)OC)=O)C=C3)C=C2)C=C1 bis(4-methoxybenzoyl)benzidine